C(C)(C)(C)OC(=O)N1CCN(CC1)C1=C2C=CN=NC2=C(C=C1)C(=O)OC methyl 5-[4-(tert-butoxycarbonyl) piperazin-1-yl]Cinnoline-8-carboxylate